(S)-8-((S)-4-acryloyl-2-methylpiperazin-1-yl)-10-chloro-11-(4-fluorophenyl)-3-methoxy-3,4-dihydro-2H,6H-[1,4]thiazepino[2,3,4-ij]quinazolin-6-one C(C=C)(=O)N1C[C@@H](N(CC1)C1=NC(N2C3=C(C(=C(C=C13)Cl)C1=CC=C(C=C1)F)SC[C@H](C2)OC)=O)C